8-(2-(methoxycarbonyl)-6-(propylcarbamoyl)pyridin-3-yl)-2-methyl-4,5-dihydrobenzo[b]thieno[2,3-d]oxepine-9-carboxylic acid COC(=O)C1=NC(=CC=C1C=1C(=CC2=C(OCCC3=C2SC(=C3)C)C1)C(=O)O)C(NCCC)=O